3-(3-(N-(((1R,2R,3S,4R)-2,3-dihydroxy-4-(4-(trifluoromethyl)-7H-pyrrolo[2,3-d]pyrimidin-7-yl)cyclopentyl)methyl)acetamido)prop-1-yn-1-yl)benzamide O[C@@H]1[C@H](C[C@H]([C@@H]1O)N1C=CC2=C1N=CN=C2C(F)(F)F)CN(C(C)=O)CC#CC=2C=C(C(=O)N)C=CC2